2-methyl-N-(1-methylpyrrolidin-3-yl)-5-{[2-(trifluoromethyl)pyridin-3-yl]methoxy}-1-benzothiophene-3-carboxamide CC=1SC2=C(C1C(=O)NC1CN(CC1)C)C=C(C=C2)OCC=2C(=NC=CC2)C(F)(F)F